(2S)-2-ethylbutyl 3-cyclopropyl-2-(((4-nitrophenoxy)(phenoxy)phosphoryl)amino)propanoate C1(CC1)C[C@@H](C(=O)OCC(CC)CC)NP(=O)(OC1=CC=CC=C1)OC1=CC=C(C=C1)[N+](=O)[O-]